4-(2-(2-(2-iodoethoxy)ethoxy)styryl)-3,5-dimethoxybenzene ICCOCCOC1=C(C=CC2=C(C=CC=C2OC)OC)C=CC=C1